2-(3-azidopropyl)-6-chloro-N4-(4-((4-chloro-6-methoxy-1,3,5-triazin-2-yl)amino)butyl)-1,3,5-triazine-2,4-diamine N(=[N+]=[N-])CCCC1(NC(=NC(=N1)NCCCCNC1=NC(=NC(=N1)Cl)OC)Cl)N